FC(C(=O)O)(F)F.ClC=1C=C(C=CC1C=O)N1C(N=C(C=C1)NC(=O)N1CCNCC1)=O N-(1-(3-chloro-4-formylphenyl)-2-oxo-1,2-dihydropyrimidin-4-yl)piperazine-1-carboxamide trifluoroacetate salt